C1N(CC12OCC(C2)C(=O)ON2C(C1=CC=CC=C1C2=O)=O)C(=O)OC(C)(C)C 2-(tert-butyl) 7-(1,3-dioxoisoindolin-2-yl) 5-oxa-2-azaspiro[3.4]octane-2,7-dicarboxylate